dimethyl diacetate C(C)(=O)OC.C(C)(=O)OC